tert-Butyl 4-amino-6-oxo-5-(phenylcarbamothioyl)-3,6-dihydropyridine-1(2H)-carboxylate NC=1CCN(C(C1C(NC1=CC=CC=C1)=S)=O)C(=O)OC(C)(C)C